CN(CCC=1N=C(C(N(C1)[C@H](C(=O)OCC)CC(C)C)=O)OC)C (S)-ethyl 2-(5-(2-(dimethylamino) ethyl)-3-methoxy-2-oxopyrazin-1(2H)-yl)-4-methylpentanoate